CN1N=CC(=C1)C1=CC=2C(=NC=C(C2)C(=O)NC=2C(=NC=C(C2)NC(CN2[C@H](CCC2)C)=O)C)N1COCC[Si](C)(C)C (S)-2-(1-methyl-1H-pyrazol-4-yl)-N-(2-methyl-5-(2-(2-methylpyrrolidin-1-yl)acetamido)pyridin-3-yl)-1-((2-(trimethylsilyl)ethoxy)methyl)-1H-pyrrolo[2,3-b]pyridine-5-carboxamide